OC[C@H]1OC[C@](CN(C1)C(=O)OC(C)(C)C)(OCC(C)C)C |o1:5| tert-butyl (2S,6S*)-2-(hydroxymethyl)-6-methyl-6-(2-methylpropoxy)-1,4-oxazepane-4-carboxylate